C1(CCCCC1)P([O-])(=O)C1CCCCC1.[Mg+2].C1(CCCCC1)P([O-])(=O)C1CCCCC1 magnesium dicyclohexylphosphinate